C(N1N=NC2=C1C=CC(=C2)O)([2H])([2H])[2H] 1-(methyl-d3)-1H-benzo[d][1,2,3]triazol-5-ol